(E)-3-(4-methoxyphenyl)-N-phenyl-N-(tetrahydro-furan-2-ylmethyl)prop-2-enamide COC1=CC=C(C=C1)/C=C/C(=O)N(CC1OCCC1)C1=CC=CC=C1